C(C)C1(NC2=C(OCC1)C(=NC(=N2)N)N2C[C@@H](CC2)NC)C 8-ethyl-8-methyl-4-[(3R)-3-(methylamino)pyrrolidin-1-yl]-6,7,8,9-tetrahydropyrimido[5,4-b][1,4]oxazepin-2-amine